C(C(=C)C)(=O)OCC[N+](C)(C)C β-methacrylyloxyethyltrimethylammonium